trans-tert-butyl (3-bromo-4-(1-((tert-butoxycarbonyl)amino)-5-azaspiro[2.4]heptan-5-yl)-5-chloro-6-fluoro-9H-pyrido[2,3-b]indol-8-yl)(methyl)carbamate BrC1=C(C2=C(NC3=C(C=C(C(=C23)Cl)F)N(C(OC(C)(C)C)=O)C)N=C1)N1CC2(CC2NC(=O)OC(C)(C)C)CC1